C(CCC)C1=CC=C(C=C1)N=NC1=C(C=C(C=C1F)O)F 4-((4-butylphenyl)diazenyl)-3,5-difluorophenol